COC=1C=CC2=C(C=C(S2)C(C)C2=C(C=NC=C2)C=O)C1 4-[1-(5-methoxybenzothiophen-2-yl)ethyl]pyridine-3-carbaldehyde